fluorine oxygen [O].[F]